3-(4-(dimethylamino)-6-methyl-1-oxoisoindolin-2-yl)piperidine-2,6-dione CN(C1=C2CN(C(C2=CC(=C1)C)=O)C1C(NC(CC1)=O)=O)C